tert-butyl (10S)-4-((4-(imidazo[1,2-a]pyridin-7-yloxy)-3-methylphenyl)amino)-7,8,10,11-tetrahydro-9H-6,10-methanopyrimido[4',5':5,6]pyrido[3,2-b][1,4,7]oxadiazonine-9-carboxylate N=1C=CN2C1C=C(C=C2)OC2=C(C=C(C=C2)NC2=NC=NC1=CC=3OC[C@H]4N(CCN(C3N=C12)C4)C(=O)OC(C)(C)C)C